F[C@@H]1CN(CC[C@H]1NC1=C2C(=NC=C1C(NC)=O)NC=C2)C(=O)OC(C)(C)C tert-Butyl trans-3-fluoro-4-((5-(methylcarbamoyl)-1H-pyrrolo[2,3-b]pyridin-4-yl)amino)piperidine-1-carboxylate